[Al].[Zr] Zirconium Aluminium